21-hydroxyheneicosyl tetracos-15-enoate C(CCCCCCCCCCCCCC=CCCCCCCCC)(=O)OCCCCCCCCCCCCCCCCCCCCCO